Tert-butyl 5-(1-oxo-2,3-dihydro-1H-inden-5-yl)-3,6-dihydropyridine-1(2H)-carboxylate O=C1CCC2=CC(=CC=C12)C1=CCCN(C1)C(=O)OC(C)(C)C